C[C@@H]1CNCC1 (S)-3-methylpyrrolidin